CC1CN(CC(N1CC1CCNCC1)C)C1=CC2=CN(C=C2C=C1)C1C(NC(CC1)=O)=O 5-(3,5-Dimethyl-4-(piperidin-4-ylmethyl)piperazin-1-yl)-2-(2,6-dioxopiperidin-3-yl)isoindol